FC(C(=O)N(C1C(C1)C1=CC=CC=C1)CC1CCN(CC1)CCNC(=O)C1=CC=C(C(=O)OC)C=C1)(F)F Methyl 4-((2-(4-((2,2,2-trifluoro-N-(2-phenylcyclopropyl)acetamido)methyl)piperidin-1-yl)ethyl)carbamoyl)benzoate